C[Si](CCOCOCOCC[Si](C)(C)C)(C)C β-(trimethylsilyl)ethoxymethyl ether